2-[1-[2-chloro-4-(2,4-dioxohexahydropyrimidin-1-yl)-5-fluoro-phenyl]-4-hydroxy-4-piperidyl]acetic acid ClC1=C(C=C(C(=C1)N1C(NC(CC1)=O)=O)F)N1CCC(CC1)(O)CC(=O)O